ClC1=C(C=CC=C1Cl)N1CCN(CC1)CC[C@@H]1CC[C@H](CC1)NC(C=CN(C)C)=O N-(trans-4-(2-(4-(2,3-dichlorophenyl)piperazin-1-yl)ethyl)cyclohexyl)-3-(dimethylamino)propenamide